Cesium pentadecyl benzenesulfonate C1(=CC=CC=C1)S(=O)(=O)OCCCCCCCCCCCCCCC.[Cs]